OC1=C(C2OC3=CC(=CC(=C3C(C2)=O)O)O)C=C(C(=C1)O)CCC(=C)C 2',4',5,7-tetrahydroxy-5'-isopentenyl-dihydroflavone